C=1SC=C2C1CCC2 5,6-dihydro-4H-cyclopenta[c]thiophene